N-(5-(4-(2-hydroxyacetamido)phenyl)thiazolo[5,4-b]pyridin-2-yl)-5-(2-methoxyphenyl)pyridazine-4-carboxamide OCC(=O)NC1=CC=C(C=C1)C1=CC=C2C(=N1)SC(=N2)NC(=O)C2=CN=NC=C2C2=C(C=CC=C2)OC